(4-(4-amino-7-(1-isobutyrylpiperidin-4-yl)pyrrolo[2,1-f][1,2,4]triazin-5-yl)-3-fluorophenyl)-2-oxo-1-(pyridin-2-yl)-2,4,6,7-tetrahydro-1H-pyrazolo[5,1-c][1,4]oxazine-3-carboxamide NC1=NC=NN2C1=C(C=C2C2CCN(CC2)C(C(C)C)=O)C2=C(C=C(C=C2)C2OCCN1C2=C(C(N1C1=NC=CC=C1)=O)C(=O)N)F